N-(t-butyldimethylsilyl)cyclopropanesulfonamide [Si](C)(C)(C(C)(C)C)NS(=O)(=O)C1CC1